6-cyclohexyl-pyridin-3-amine C1(CCCCC1)C1=CC=C(C=N1)N